2-(1-(1H-imidazole-1-carbonyl)piperidin-4-ylidene)-2-(3,4-difluorophenyl)acetonitrile N1(C=NC=C1)C(=O)N1CCC(CC1)=C(C#N)C1=CC(=C(C=C1)F)F